O\N=C(/N)\C12CCC(CC1)(CC2)I (Z)-N'-hydroxy-4-iodobicyclo[2.2.2]octane-1-carboxamidine